2-{[(2-amino-3-{[(cyclopropylcarbamoyl)amino]methyl}phenyl)carbamothioyl]amino}-2-[3-(trifluoromethyl)phenyl]propyl 2,2-dimethylpropanoate CC(C(=O)OCC(C)(C1=CC(=CC=C1)C(F)(F)F)NC(NC1=C(C(=CC=C1)CNC(NC1CC1)=O)N)=S)(C)C